1-ethyl-N-[3-(7-{[(3S,4R)-3-fluoro-1-methylpiperidin-4-yl]amino}-3-(2,2,2-trifluoroethyl)pyrazolo[1,5-a]pyridin-2-yl)prop-2-yn-1-yl]-1H-pyrrole-3-carboxamide C(C)N1C=C(C=C1)C(=O)NCC#CC1=NN2C(C=CC=C2N[C@H]2[C@H](CN(CC2)C)F)=C1CC(F)(F)F